C1(=CC=CC=C1)C1=NC2=CC=C(C=C2C=C1C1=CC=CC=C1)NC(=O)NC1CCOCC1 1-(2,3-diphenylquinolin-6-yl)-3-(tetrahydro-2H-pyran-4-yl)urea